C(C)(C)(C)OC(=O)N1CCN(CC1)C=1C=CC(=C2CCCOC12)N 4-(5-Aminochroman-8-yl)piperazine-1-carboxylic acid tert-butyl ester